CN1NC(C2=C(C=CC=C12)NS(=O)(=O)C=1C=NC(=CC1)N1N=CC(=C1)C(F)(F)F)=O N-(1-methyl-3-oxo-2H-indazol-4-yl)-6-[4-(trifluoromethyl)pyrazol-1-yl]pyridine-3-sulfonamide